ClC1=CC(=C(C=C1)C1(OC2=C(O1)C=CC=C2C2CCN(CC2)CC=2N(C(=CN2)C2CC(CC2)C(=O)O)C)C)F 3-(2-((4-(2-(4-chloro-2-fluorophenyl)-2-methylbenzo[d][1,3]dioxol-4-yl)piperidin-1-yl)methyl)-1-methyl-1H-imidazol-5-yl)cyclopentane-1-carboxylic acid